BrC1=NN(C(=N1)OC1=CC(=C(C=C1)F)Cl)C1COCC1 3-bromo-5-(3-chloro-4-fluorophenoxy)-1-(oxacyclopent-3-yl)-1H-1,2,4-triazole